methyl (1R,4R)-4-vinylcyclohexane-1-carboxylate C(=C)C1CCC(CC1)C(=O)OC